C(CCC)N1[C@@H](CCCC1)C(=O)NC1=C(C=CC=C1C)C (2S)-1-butyl-N-(2,6-dimethylphenyl)-piperidine-2-formamide